N-(4-cyanobicyclo[2.2.2]oct-1-yl)-2-(ethylsulfanyl)-4-(trifluoromethyl)benzamide C(#N)C12CCC(CC1)(CC2)NC(C2=C(C=C(C=C2)C(F)(F)F)SCC)=O